ClC=1N=NC(=C(C1C1CC1)S(=O)(=O)C1=CC=CC=C1)Cl 3,6-dichloro-4-cyclopropyl-5-(phenylsulfonyl)pyridazine